1-(3-methyltetrahydrofuran-3-yl)-3-(2-(methylthio)-5-((triisopropylsilyl)ethynyl)pyrido[2,3-d]pyrimidin-7-yl)urea CC1(COCC1)NC(=O)NC=1C=C(C2=C(N=C(N=C2)SC)N1)C#C[Si](C(C)C)(C(C)C)C(C)C